acrylic acid ethyl-hexanoate phosphate P(=O)(O)(O)O.C(C)OC(CCCCC)=O.C(C=C)(=O)O